(S)-4-(5-(difluoromethyl)-1,3,4-thiadiazol-2-yl)-8-(5-(hydroxymethyl)-3,3-dimethylpiperazin-1-yl)-2-methyl-N-(1-methylcyclopropyl)quinazoline-6-sulfonamide FC(C1=NN=C(S1)C1=NC(=NC2=C(C=C(C=C12)S(=O)(=O)NC1(CC1)C)N1CC(N[C@@H](C1)CO)(C)C)C)F